C1(=CC=CC=C1)P(C1=CC=C2C=CC3=CC=CC4=CC=C1C2=C34)(C3=CC=C4C=CC2=CC=CC1=CC=C3C4=C21)=O phenyldi(pyrene-1-yl)phosphine oxide